S(=O)(=O)(C1=CC=C(C)C=C1)C(CC1=CC(=CC=C1)F)[N+]#[C-] TOSYL-(3-FLUORoBENZYL)-METHYLISOCYANIDE